1-(methoxymethyl)-1,2,3,4-tetrahydroisoquinoline COCC1NCCC2=CC=CC=C12